N-[[4-(5-amino-4-cyano-1-tetrahydropyran-4-ylpyrazol-3-yl)-2,3-difluoro-phenyl]methyl]-5-fluoro-2-methoxy-benzamide NC1=C(C(=NN1C1CCOCC1)C1=C(C(=C(C=C1)CNC(C1=C(C=CC(=C1)F)OC)=O)F)F)C#N